3,5-bis(trifluoromethyl)phenyl-(2,3,4,5,6-pentafluorophenyl)borane FC(C=1C=C(C=C(C1)C(F)(F)F)BC1=C(C(=C(C(=C1F)F)F)F)F)(F)F